3-(5-(5-amino-6-((1-(1-methylpiperidin-4-yl)-1H-pyrazol-4-yl)oxy)pyrazin-2-yl)-2-(1,3-dioxolan-2-yl)-3-methylphenyl)oxetan-3-ol (Z)-11-Hexadecenyl-formate C(CCCCCCCCC\C=C/CCCC)C(=O)OC1(COC1)C1=C(C(=CC(=C1)C1=NC(=C(N=C1)N)OC=1C=NN(C1)C1CCN(CC1)C)C)C1OCCO1